2-hydroxy-4-hydroxy-phenyl methacrylate C(C(=C)C)(=O)OC1=C(C=C(C=C1)O)O